1-(5-((4-(2-cyclohexylethyl)piperazin-1-yl)methyl)pyrazolo[1,5-a]pyridin-3-yl)dihydropyrimidine-2,4(1H,3H)-dione C1(CCCCC1)CCN1CCN(CC1)CC1=CC=2N(C=C1)N=CC2N2C(NC(CC2)=O)=O